Ethylimidazole CCN1C=CN=C1